9-(1-Bromoethyl)-5-ethyl-11-methylimidazo[1,5-a][1,2,4]triazolo[4,3-c]quinazoline BrC(C)C1=CC(=CC=2C=3N(C=4N(C12)C=NC4CC)C=NN3)C